N-(pyridin-4-yl)methyl-2-[6-fluoro-3-(4-fluorobenzyl)-3,4-dihydroisoquinolin-2(1H)-yl]ethanamine N1=CC=C(C=C1)CNCCN1CC2=CC=C(C=C2CC1CC1=CC=C(C=C1)F)F